C(C)OC(=O)[C@@H]1C([C@H]1C1=CC=C(C=C1)S(N(C(C)(C)C)C(=O)OC(C)(C)C)(=O)=O)(C)C (1S,3S)-3-(4-(N-(tert-butoxycarbonyl)-N-(tert-butyl)sulfamoyl)phenyl)-2,2-bisMethylcyclopropanecarboxylic acid ethyl ester